1-(3-methylphenyl)ethylamine CC=1C=C(C=CC1)C(C)N